(3R)-4-(6-ethyl-7-(methylsulfonyl)-2-(1H-pyrazol-3-yl)-6,7,8,9-tetrahydro-2H-1,2,3,7-tetraazabenzo[cd]-azulene-4-yl)-3-methylmorpholine C(C)C1C=2C3=C(N(N=C3CCN1S(=O)(=O)C)C1=NNC=C1)N=C(C2)N2[C@@H](COCC2)C